tert-butyl 6-bromo-3,4-dihydro-2H-1,4-benzoxazine-4-carboxylate BrC=1C=CC2=C(N(CCO2)C(=O)OC(C)(C)C)C1